FC(C1=C(N=CN1)CN1CC2(CN(C2)C(=O)N2CC3(C2)CC(C3)N3N=C(N=C3)C(F)(F)F)C1)(F)F [6-[[5-(trifluoromethyl)-1H-imidazol-4-yl]methyl]-2,6-diazaspiro[3.3]heptan-2-yl]-[6-[3-(trifluoromethyl)-1,2,4-triazol-1-yl]-2-azaspiro[3.3]heptan-2-yl]methanone